O=C1NC=NO1 5-oxo-4H-1,2,4-oxadiazole